N-(2,2-dimethyl-6-morpholino-3H-benzofuran-5-yl)-1-[2-(2,2,2-trifluoroethylamino)-4-pyridyl]pyrazole-3-carboxamide CC1(OC2=C(C1)C=C(C(=C2)N2CCOCC2)NC(=O)C2=NN(C=C2)C2=CC(=NC=C2)NCC(F)(F)F)C